2-ethylcyclopentylamine C(C)C1C(CCC1)N